N1N=CC=2CNC(CCC21)=O 7,8-DIHYDRO-4H-PYRAZOLO[4,3-c]AZEPINE-6-ONE